C(CC)C1CCCC\C=C/CCCCCCCC(O1)=O (Z)-16-propyloxacyclohexadec-10-en-2-one